C(C)OC=1C=C(C=CC1OC)[C@@H](CS(=O)(=O)C)N1C(C2=CC=CC(=C2C1=O)NC(CCCCCCCCCC)=O)=O N-{2-[(1S)-1-(3-ethoxy-4-methoxyphenyl)-2-methylsulfonylethyl]-1,3-dioxo-2,3-dihydro-1H-isoindol-4-yl}undecanamide